S(=O)([O-])S(=O)O.S(=O)(O)S(=O)O.[Na+] Sodium dithionite (Hydrosulfite)